[(3S,6R)-6-{5-[(1s,3s)-3-(trifluoromethoxy)cyclobutyl]-1,3,4-oxadiazol-2-yl}piperidin-3-yl]Acetamide terphenyl-5,5''-dicarboxylate C1(=CC=CC(=C1)C(=O)O)C=1C(=CC=CC1)C1=CC=CC(=C1)C(=O)O.FC(OC1CC(C1)C1=NN=C(O1)[C@H]1CC[C@H](CN1)CC(=O)N)(F)F